O1C(CCCC1)OC1=CC=C(C=O)C=C1 4-((Tetrahydro-2H-pyran-2-yl)oxy)benzaldehyde